1H-furo[3,4-c]pyrrole-4,5(3H)-dicarboxylic acid C1OCC=2C1=CN(C2C(=O)O)C(=O)O